Cl.FC1=C(CN2CCN(CC2)C(CN2CCN(CC2)CCC2=CC=CC=C2)=O)C=CC=C1 1-(4-(2-fluorobenzyl)piperazin-1-yl)-2-(4-phenethylpiperazin-1-yl)ethan-1-one hydrochloride